[C@H]12CNC[C@H](CC1)N2C2=NC(=NC1=CC(=CC=C21)C=2C=NC=C(C2Cl)Br)OC[C@H]2N(CCC2)C 4-((1R,5S)-3,8-diazabicyclo[3.2.1]octan-8-yl)-7-(5-bromo-4-chloropyridin-3-yl)-2-(((S)-1-methylpyrrolidin-2-yl)methoxy)quinazoline